4'-amino-5,6-dimethoxy-3'-nitro-[1,1'-biphenyl] NC1=C(C=C(C=C1)C1=CC=CC(=C1OC)OC)[N+](=O)[O-]